C12(CC(C1)C2)N2C(C(N(CC2)CC2=NN=C(S2)C2=C(C#N)C=CC=C2)=O)=O 2-(5-((4-(bicyclo[1.1.1]pentan-1-yl)-2,3-dioxopiperazin-1-yl)methyl)-1,3,4-thiadiazol-2-yl)benzonitrile